[N+](=O)([O-])C1=CC=C(C(Cl)(Cl)Cl)C=C1 4-nitrotrichlorotoluene